1,N3-bis(2-oxotetrahydrothiophen-3-yl)isophthalimide O=C1SCCC1C12C(=O)N(C(C(C1)=CC=C2)=O)C2C(SCC2)=O